BrC=1C=CC=2N(C1)N=NC2C(=O)NC=2C(=NC=C(C2)NC(CN2CC(C2)(C)C)=O)C 6-Bromo-N-[5-[[2-(3,3-dimethylazetidin-1-yl)acetyl]amino]-2-methyl-3-pyridyl]triazolo[1,5-a]pyridine-3-carboxamide